S1NCCN2C1=CC=N2 3,4-dihydro-2H-pyrazolo[1,5-e][1,2,5]thiadiazine